C(C)OC=1C(=CNC(C1)=O)C1=CC(=C(C=C1)CC(=O)NC=1C=C(C(=O)NCCN2[C@H](CCC2)C(=O)N)C=C(C1)C(F)(F)F)F (2R)-1-[2-[[3-[[2-[4-(4-ethoxy-6-oxo-1H-pyridin-3-yl)-2-fluoro-phenyl]acetyl]amino]-5-(trifluoromethyl)benzoyl]amino]ethyl]pyrrolidine-2-carboxamide